O[C@@H]1C[C@H](N(C1)C([C@H](C(C)C)C1=CC(=NO1)N1CCC(CC1)CC1CCNCC1)=O)C(=O)N[C@@H](C)C1=CC=C(C=C1)C1=C(N=CS1)C (2S,4R)-4-hydroxy-1-[(2R)-3-methyl-2-[3-[4-(4-piperidylmethyl)-1-piperidyl]isoxazol-5-yl]butanoyl]-N-[(1S)-1-[4-(4-methylthiazol-5-yl)phenyl]ethyl]pyrrolidine-2-carboxamide